OC(C#CC1=CC2=C(OC[C@@H](C(N2C)=O)NC(C2=NC=CC(=C2)C2=CC(=CC=C2)OC)=O)C=C1)(C)C (S)-N-(7-(3-Hydroxy-3-methylbut-1-yn-1-yl)-5-methyl-4-oxo-2,3,4,5-tetrahydrobenzo[b][1,4]oxazepin-3-yl)-4-(3-methoxyphenyl)picolinamid